NC1=CC(=C(C=N1)N1CC2CCC(C1)N2C(=O)C2=NC=C(C(=C2)OC)OC2=CC=CC=C2)OC [3-(6-Amino-4-methoxy-pyridin-3-yl)-3,8-diaza-bicyclo[3.2.1]oct-8-yl]-(4-methoxy-5-phenoxy-pyridin-2-yl)-methanon